6-(methylsulfonyloxy)hexanesulfonic acid 2-propynyl ester C(C#C)OS(=O)(=O)CCCCCCOS(=O)(=O)C